FC(C(=O)O)(F)F.CC1(CNC1)O 3-methylazetidin-3-ol trifluoroacetate salt